C(C)OC(C(C)C=1CC(C=CC1)(C1=CC=C(C=C1)OC)C1=C2CCN(CC2=CC=C1)C(C1=CC=CC=C1)=O)=O 3-(2-benzoyl-1,2,3,4-tetrahydroisoquinolin-5-yl)-3-(4-methoxyphenyl)phenylpropionic acid ethyl ester